ClC1=C2C(=NC=3N(C2=CC=C1)C(=NN3)Cl)N(C=3C=C(C=CC3)C3=CC=C(C=C3)S(=O)(=O)C)C dichloro-N-methyl-N-(4'-(methylsulfonyl)-[1,1'-biphenyl]-3-yl)-[1,2,4]triazolo[4,3-a]quinazolin-5-amine